BrC1=C(OC=2C(=NC=CC2)OCC(=O)OCC2OCCC2)C=C(C(=C1)F)N1C(N(C(=CC1=O)C(C)(F)F)C)=O tetrahydrofuran-2-ylmethyl [(3-{2-bromo-5-[4-(1,1-difluoroethyl)-3-methyl-2,6-dioxo-3,6-dihydropyrimidin-1(2H)-yl]-4-fluorophenoxy}pyridin-2-yl)oxy]acetate